2-(pyridin-2-yl)ethane-1-sulfonamide N1=C(C=CC=C1)CCS(=O)(=O)N